BrC1=C(C=CC=C1)SC (2-bromophenyl)(methyl)sulfane